(S) or (R)-1-ethyl-4-fluoro-N'-((3-methyl-2-(2,2,2-trifluoroethyl)-6,7-dihydro-5H-cyclopenta[b]pyridin-4-yl)carbamoyl)-1H-pyrazole-3-sulfonimidamide C(C)N1N=C(C(=C1)F)[S@](=O)(N)=NC(NC1=C2C(=NC(=C1C)CC(F)(F)F)CCC2)=O |o1:8|